OC1=CC=C2[C@H]([C@]3(CCCC4=CC=CC=C34)OCC2=C1)C1=CC=C(C=C1)N1CCC(CC1)CN1CCN(CC1)C=1C=C2CN(C(C2=CC1)=O)[C@@H]1C(NC(CC1)=O)=O (S)-3-(5-(4-((1-(4-((3S,4R)-7-hydroxy-3',4'-dihydro-2'H-spiro[isochromane-3,1'-naphthalen]-4-yl)phenyl)piperidin-4-yl)methyl)piperazin-1-yl)-1-oxoisoindolin-2-yl)piperidine-2,6-dione